COCOC1=CC=C(C(=O)[O-])C=C1 4-(methoxymethoxy)benzoate